COC(C1=C(C(=C(C=C1)Cl)[2H])Br)=O 2-bromo-4-chlorodeutero-benzoic acid methyl ester